N-[3-(1-methyl-6-oxopyridin-3-yl)-1H-pyrrolo[2,3-b]pyridin-6-yl]cyclopropanecarboxamide CN1C=C(C=CC1=O)C1=CNC2=NC(=CC=C21)NC(=O)C2CC2